CN(CCOC1=CC=C(C=C1)[N+](=O)[O-])C dimethyl-[2-(4-nitrophenoxy)ethyl]amine